(2E)-1-(4-fluorophenyl)-3-(furan-3-yl)prop-2-en-1-one FC1=CC=C(C=C1)C(\C=C\C1=COC=C1)=O